C1(CC1)C1=C(C=C(CC2CC3(CN(C3)C(=O)C3CC(C3)(C)O)C2)C=C1)C (6-(4-Cyclopropyl-3-methylbenzyl)-2-azaspiro[3.3]heptan-2-yl)((1s,3s)-3-hydroxy-3-methylcyclobutyl)methanon